OC1CCN(CC1)C1=CC=C(C=N1)NC1=NC=C(C2=C1C(NC2)=O)C2=C1C(=NC=C2)N(C=C1)C 4-((6-(4-hydroxypiperidin-1-yl)pyridin-3-yl)amino)-7-(1-methyl-1H-pyrrolo[2,3-b]pyridin-4-yl)-1,2-dihydro-3H-pyrrolo[3,4-c]pyridin-3-one